(R)-3-(4-chlorophenyl)-2-(dimethylamino)-1-(4-((5R,7R)-7-hydroxy-5-methyl-6,7-dihydro-5H-cyclopenta[d]pyrimidin-4-yl)piperazin-1-yl)propan-1-one ClC1=CC=C(C=C1)C[C@H](C(=O)N1CCN(CC1)C=1C2=C(N=CN1)[C@@H](C[C@H]2C)O)N(C)C